F[C@H]1[C@H]([C@@H]2CN([C@]1(C2)C)C)OC2=CC=C(N=N2)C2=C(C=C(C=C2)N2C=NC=C2)O 2-(6-(((1S,4S,5S,6R)-6-fluoro-1,2-dimethyl-2-azabicyclo[2.2.1]heptan-5-yl)oxy)pyridazin-3-yl)-5-(1H-imidazol-1-yl)phenol